5-(1-(3,3-difluorocyclobutyl)-2-methyl-1H-imidazo[4,5-b]pyridin-6-yl)-N-((tetrahydrofuran-2-yl)methyl)pyrrolo[2,1-f][1,2,4]triazin-2-amine FC1(CC(C1)N1C(=NC2=NC=C(C=C21)C=2C=CN1N=C(N=CC12)NCC1OCCC1)C)F